N1(CCCC1)CC1(CCC1)CNC(=O)C1=CC2=C(S1)CCCCCCC2 N-[[1-(Pyrrolidin-1-ylmethyl)cyclobutyl]methyl]-4H,5H,6H,7H,8H,9H,10H-cyclonona[b]thiophene-2-carboxamide